3-oxo-2,5,6,10b-tetrahydro-1H-pyrrolo[2,1-a]isoquinoline-9-carboxylic acid methyl ester COC(=O)C1=CC=C2CCN3C(C2=C1)CCC3=O